N-[2,5-difluoro-4-(trifluoromethyl)phenyl]-4-(3-fluorophenyl)-1H-pyrrole-3-sulfonamide FC1=C(C=C(C(=C1)C(F)(F)F)F)NS(=O)(=O)C1=CNC=C1C1=CC(=CC=C1)F